F[C@H]1C[C@H](N2N=C(N=C21)S(=O)(=O)[C@H]2[C@@H](C2)F)C2=CC=C(C=C2)F (5S,7s)-7-fluoro-2-[(1r,2r)-2-fluorocyclopropyl]sulfonyl-5-(4-fluorophenyl)-6,7-dihydro-5H-pyrrolo[1,2-b][1,2,4]triazole